NC1=C(C=O)C=C(C(=C1)Br)C 2-Amino-4-bromo-5-methylbenzaldehyde